N(=N\C(=O)OC(C)C)/C(=O)OC(C)C (E)-diisopropyl diazene-1,2-dicarboxylate